Methyl (2S)-3-(3-(2-(5-(5-((4-bromo-6-fluoro-1H-indol-5-yl)oxy)-2-fluorophenyl)-1-methyl-1H-1,2,4-triazol-3-yl)-6-methyl-6-nitroheptan-2-yl)phenyl)-2-methylpropanoate BrC1=C2C=CNC2=CC(=C1OC=1C=CC(=C(C1)C1=NC(=NN1C)C(C)(CCCC(C)([N+](=O)[O-])C)C=1C=C(C=CC1)C[C@@H](C(=O)OC)C)F)F